1-(2-cyclopropyl-7-isopropyl-4-oxo-pyrazolo[3,4-d]pyridazin-5-yl)cyclopropanecarboxylic acid C1(CC1)N1N=C2C(=NN(C(C2=C1)=O)C1(CC1)C(=O)O)C(C)C